2,6-dibromo-4,4-didecyl-4H-cyclopenta[2,1-b:3,4-b']dithiophene BrC1=CC2=C(S1)C=1SC(=CC1C2(CCCCCCCCCC)CCCCCCCCCC)Br